Tert-butyl (2-(3-amino-2-fluoropropoxy)ethyl)(2-(2-(1,3-dioxoisoindolin-2-yl)ethoxy)ethyl)carbamate NCC(COCCN(C(OC(C)(C)C)=O)CCOCCN1C(C2=CC=CC=C2C1=O)=O)F